C(C)(C)(C)OC(=O)N1[C@@H](C[C@@](C1)(C)F)C(=O)O (2s,4r)-1-(tert-butoxycarbonyl)-4-fluoro-4-methylpyrrolidine-2-carboxylic acid